(1H-imidazol-1-yl)(4-methoxypiperidin-1-yl)methanone N1(C=NC=C1)C(=O)N1CCC(CC1)OC